5,5,8,8-tetramethylol-5,6,7,8-tetrahydroNaphthalene-2-amine C(O)C1(C=2C=CC(=CC2C(CC1)(CO)CO)N)CO